N[C@@H](C(=O)NC1=CC(=CC(=C1)F)F)CC1=CC=CC=C1 (R)-2-amino-3-phenyl-N-(3,5-difluorophenyl)-propionamide